CC1=C(C(=O)N)C=C(C=C1)O[C@@H]1C[C@H](C1)CN1CCOCC1 2-methyl-5-(trans-3-(morpholinomethyl)cyclobutoxy)benzamide